FC1(CC(C1)CN1N=CC(=C1)C=1C=NC=2C=CC(=C(C2N1)N=C(C1=CC=CC=C1)C1=CC=CC=C1)OC=1C=CC2=C(N(C(=N2)C)COCC[Si](C)(C)C)C1)F 3-(1-((3,3-Difluorocyclobutyl)methyl)-1H-pyrazol-4-yl)-N-(diphenylmethylene)-6-((2-methyl-1-((2-(trimethylsilyl)ethoxy)methyl)-1H-benzo[d]imidazol-6-yl)oxy)quinoxalin-5-amine